2,5-diazabicyclo[2.2.2]Oct-2-yl-methanone C12N(CC(NC1)CC2)C=O